[Br-].BrC(CCC)CCCC(C(CC=1NC(=C(N1)C)C)CCCC)CC=C 1-bromobutyl-2-butyl-3-allyl-hexyl-4,5-dimethyl-imidazole bromide